7,9-di-t-butyl-1-oxaspiro[4.5]decane-6,9-diene-2,8-dione C(C)(C)(C)C1=CC2(CCC(O2)=O)C=C(C1=O)C(C)(C)C